4-(8-(2-(3-methylbenzylidene)hydrazinyl)-3-phenylimidazo[1,2-b]pyridazin-6-yl)morpholine CC=1C=C(C=NNC=2C=3N(N=C(C2)N2CCOCC2)C(=CN3)C3=CC=CC=C3)C=CC1